7-aza-benzotriazol-1-yl-oxy-tris-(dimethylamino)phosphine N1(N=NC2=C1N=CC=C2)OP(N(C)C)(N(C)C)N(C)C